BrC=1SC(=C(C1F)F)I 2-bromo-3,4-difluoro-5-iodothiophene